CC(C1=CC=CC=C1)O alpha-phenethyl alcohol